normal propyl-benzoic acid C(CC)C1=C(C(=O)O)C=CC=C1